BrC=1C(=C(C=CC1)[C@@H](C)NC=1C=2C(N=C(N1)C)=CC(N(C2)C2CCOCC2)=O)C (R)-4-((1-(3-bromo-2-methylphenyl)ethyl)amino)-2-methyl-6-(tetrahydro-2H-pyran-4-yl)pyrido[4,3-d]pyrimidin-7(6H)-one